O1CC(C1)C=1C=CC(=NC1)N 5-(oxetan-3-yl)pyridin-2-amine